(1R,3S,4R,5S)-3-hydroxy-6,8-dioxabicyclo[3.2.1]octan-4-yl 4-methylbenzenesulfonate CC1=CC=C(C=C1)S(=O)(=O)O[C@@H]1[C@H](C[C@@H]2CO[C@H]1O2)O